terpyridyl ruthenium trichloride [Ru](Cl)(Cl)Cl.N1=C(C=CC=C1)C1=NC=CC=C1C1=NC=CC=C1